N-2-Hydroxyethylglucamin OCCNC[C@H](O)[C@@H](O)[C@H](O)[C@H](O)CO